N[C@@H]1CN(CCC1)C1(C(NC2=C(C=C(C=C12)F)N(C(OCCCC)=O)CC)=O)C butyl N-[3-[(3S)-3-amino-1-piperidyl]-5-fluoro-3-methyl-2-oxo-indolin-7-yl]-N-ethyl-carbamate